S(=O)(=O)=C1CC=C(C=C1)C=1C(=CC=CC1)C(=O)Cl 4'-sulfonylbiphenylcarbonyl chloride